BrC1=CC(=C(C=C1)S(=O)(=O)Cl)C 4-Bromo-2-methylbenzenesulfonyl chloride